ClS(=O)(=O)OCC(CCCOC(C1=CC=CC=C1)=O)(C)C benzoic acid 5-((chlorosulfonyl) oxy)-4,4-dimethylpentyl ester